1-(3-O-acetyl-2,6-anhydro-4-{[bis(4-methoxyphenyl)(phenyl)methoxy]methyl}-5-deoxy-α-L-lyxo-hexofuranosyl)-4-amino-5-methylpyrimidin-2(1H)-one C(C)(=O)O[C@H]1[C@@H]2[C@@H](O[C@]1(CCO2)COC(C2=CC=CC=C2)(C2=CC=C(C=C2)OC)C2=CC=C(C=C2)OC)N2C(N=C(C(=C2)C)N)=O